2,4-dioxo-1-(piperidine-4-ylmethyl)-1,2,3,4-tetrahydrothieno[2,3-d]pyrimidin-6-sulfonamide O=C1NC(C2=C(N1CC1CCNCC1)SC(=C2)S(=O)(=O)N)=O